COC1=C(C=C(C=C1)OC1=CC=C(C=C1)C(F)(F)F)NC(=O)C1N(C(OC1)=O)C N-(2-Methoxy-5-(4-(trifluoromethyl)phenoxy)phenyl)-3-methyl-2-oxo-oxazolidine-4-carboxamide